(3S,4R)-4-{[7-(3-methylbutan-2-yl)imidazo[4,3-f][1,2,4]triazin-2-yl]amino}oxan-3-ol CC(C(C)C1=NC=C2C=NC(=NN21)N[C@H]2[C@@H](COCC2)O)C